C1(=CC=CC=C1)NCCC[SiH2]C(OC)OC (N-phenyl)aminopropyl-dimethoxymethylsilane